C(#N)C=1C=C(C=C(C1)F)N1N=CC(=C1)C(C(=O)NC1=NNC(=C1)C1CC1)C 2-(1-(3-cyano-5-fluorophenyl)-1H-pyrazol-4-yl)-N-(5-cyclopropyl-1H-pyrazol-3-yl)propanamide